C(C)(C)(C)C=1C(=C(C=CC1)C1=C(C=C(C=C1C(C)C)C(C)C)C(C)C)C(C)(C)C di-tert-butyl-[2',4',6'-tris(propan-2-yl)-[1,1'-biphenyl]]